C(C)(C)(C)OC(=O)N1CCC(=CC1)C1=NC(=CC=C1)OCC1=C(C=C(C=C1)C(=O)C1CC1)F 6-((4-(cyclopropanecarbonyl)-2-fluorobenzyl)oxy)-3',6'-dihydro-[2,4'-bipyridine]-1'(2'H)-carboxylic acid tert-butyl ester